2,6-Diamino-4-bromopyridine NC1=NC(=CC(=C1)Br)N